1-[4-(1,3-benzothiazol-2-yloxy)-3-(trifluoromethyl)-phenyl]-3-(trifluoromethyl)-pentan-3-ol S1C(=NC2=C1C=CC=C2)OC2=C(C=C(C=C2)CCC(CC)(O)C(F)(F)F)C(F)(F)F